C(C)C=1C=NN(C1)C1(CN(C1)C=1C=2N(C=CC1)N=C(N2)NC=2C=NN(C2)CCO)CC#N 2-[3-(4-ethylpyrazol-1-yl)-1-[2-[[1-(2-hydroxyethyl)pyrazol-4-yl]amino]-[1,2,4]triazolo[1,5-a]pyridin-8-yl]azetidin-3-yl]acetonitrile